FC1=CC=C(C=C1)NC(=O)C1CCCC1 N-(4-fluorophenyl)-cyclopentanecarboxamide